ClC=1C=CC(=C(C1)N1N=C(C=2C=NC(=CC21)C=2C=NN1C2N=CC=C1)NC)OC 1-(5-chloro-2-methoxyphenyl)-N-methyl-6-(pyrazolo[1,5-a]pyrimidin-3-yl)-1H-pyrazolo[4,3-c]pyridin-3-amine